(2R,5S)-1-((3,3-difluorocyclobutyl)(4-(difluoromethyl)-2-fluorophenyl)methyl)-2,5-dimethylpiperazine hydrochloride Cl.FC1(CC(C1)C(N1[C@@H](CN[C@H](C1)C)C)C1=C(C=C(C=C1)C(F)F)F)F